6-chloro-5-(2-fluoro-5-methoxy-phenyl)-7-methyl-1,3-dihydro-1,4-benzodiazepin-2-one ClC1=C(C=CC2=C1C(=NCC(N2)=O)C2=C(C=CC(=C2)OC)F)C